Methyl 3-(4-(3-(3-nitrophenyl)ureido)phenoxy)benzoate [N+](=O)([O-])C=1C=C(C=CC1)NC(NC1=CC=C(OC=2C=C(C(=O)OC)C=CC2)C=C1)=O